FC1=C(C=C2CCC(NC2=C1)=O)[N+](=O)[O-] 7-fluoro-6-nitro-3,4-dihydroquinolin-2(1H)-one